2-fluoro-6-[(4-methylbenzyl)amino]-9-(tetrahydro-2H-pyran-2-yl)-9H-purine FC1=NC(=C2N=CN(C2=N1)C1OCCCC1)NCC1=CC=C(C=C1)C